C[C@@H]1CN(C[C@@H](O1)C)C(=O)C=1C2=C(N(N1)CC(=O)N1CCN(CC1)C1=C3C=NN(C3=CC=C1)C)CCC2 2-{3-[(2R,6S)-2,6-Dimethylmorpholin-4-carbonyl]-5,6-dihydrocyclopenta[c]pyrazol-1(4H)-yl}-1-[4-(1-methyl-1H-indazol-4-yl)piperazin-1-yl]ethan-1-on